ClC1=CC=C(COC2=NN(C=C2)C2CCNCC2)C=C1 4-(3-((4-chlorobenzyl)oxy)-1H-pyrazol-1-yl)piperidine